ClC=1C=C2C=3C=CC(=C(C3NC2=CC1)CCNC(=N)N)NC1=CC(=C(C=C1)Cl)Cl 1-(2-(6-chloro-2-((3,4-dichlorophenyl)amino)-9H-carbazol-1-yl)ethyl)guanidine